2-(3-(benzyloxy)-2-formylphenoxy)-N-(1-(tert-butyl)-3-((1s,3s)-3-((tert-butyldiphenylsilyl)oxy)cyclobutyl)-1H-pyrazol-5-yl)acetamide C(C1=CC=CC=C1)OC=1C(=C(OCC(=O)NC2=CC(=NN2C(C)(C)C)C2CC(C2)O[Si](C2=CC=CC=C2)(C2=CC=CC=C2)C(C)(C)C)C=CC1)C=O